CC1=C(C(=O)NCC(NCC(F)(F)F)=O)C=CC(=C1)C1=NO[C@](C1)(C1=NC(=CN=C1)C(F)(F)F)C(F)(F)F |r| rac-2-methyl-N-(2-oxo-2-((2,2,2-trifluoroethyl)amino)ethyl)-4-(5-(trifluoromethyl)-5-(6-(trifluoromethyl)pyrazin-2-yl)-4,5-dihydroisoxazol-3-yl)benzamide